FC(C(C1=CC=CC=C1)NNC(=O)C1=CC=CC=C1)(F)F N'-(2,2,2-trifluoro-1-phenyl-ethyl)benzeneFormyl-hydrazine